C(CCCCCCCCCCC)(=O)C(C(=O)O)(C)N.N(CCO)(CCO)CCO triethanolamine lauroyl-aminopropionate